NCC1=NNC(C2=CC=C(C=C12)C=1C=NC=C(C1)S(=O)(=O)C1=CC=CC=C1)=O 4-(aminomethyl)-6-(5-(phenylsulfonyl)pyridin-3-yl)phthalazin-1(2H)-one